FC(C1=NN=C(O1)C1=CN=C(S1)CN1CCCC2=CC=CC=C12)F 1-({5-[5-(difluoromethyl)-1,3,4-oxadiazol-2-yl]-1,3-thiazol-2-yl}methyl)-1,2,3,4-tetrahydroquinoline